2'-(6-amino-5-cyanopyridin-3-yl)-N-[(1R)-1-phenylethyl]-5',6'-dihydrospiro[pyrrolidine-3,4'-pyrrolo[1,2-b]pyrazole]-1-carboxamide NC1=C(C=C(C=N1)C=1C=C2N(N1)CCC21CN(CC1)C(=O)N[C@H](C)C1=CC=CC=C1)C#N